[Fe+3].OC=1C(=NC=CC1)NC(C)=O N-(3-hydroxypyridine-2-yl)acetamide iron(3+)